C1CCC2=C(C=3CCCC3C=C12)NC(=O)NS(=O)(=O)C1CNC1 N-((1,2,3,5,6,7-Hexahydro-s-indacen-4-yl)carbamoyl)azetidine-3-sulfonamide